2-((1-(6-(cyanomethyl)-2-(ethylsulfonyl)-4-oxo-4H-benzopyran-8-yl)ethyl)amino)benzoic acid C(#N)CC=1C=C(C2=C(C(C=C(O2)S(=O)(=O)CC)=O)C1)C(C)NC1=C(C(=O)O)C=CC=C1